N\C(=C\1/C(NC2=CC=C(C=C12)Br)=O)\C1=NC=CC(=C1)C(F)F (Z)-3-(amino(4-(difluoromethyl)pyridin-2-yl)methylene)-5-bromoindolin-2-one